(S)-3-(((tert-butyldimethylsilyl)oxy)methyl)morpholine tert-Butyl-1-bromo-3-(tetrahydrofuran-3-yl)-5,6-dihydroimidazo[1,5-a]pyrazine-7(8H)-carboxylate C(C)(C)(C)OC(=O)N1CC=2N(CC1)C(=NC2Br)C2COCC2.[Si](C)(C)(C(C)(C)C)OC[C@H]2NCCOC2